N-(2-Furanylmethyl)-1,4-dihydro-1-methyl-2,4-dioxo-7-(trifluoromethyl)pyrido[2,3-d]pyrimidine-3(2H)-acetamide O1C(=CC=C1)CNC(CN1C(N(C2=C(C1=O)C=CC(=N2)C(F)(F)F)C)=O)=O